CC(C)(C1=CC=C(C=C1)C)C1=CC=C(C=C1)C1CCCN2C1=NS(CC2)(=O)=O 9-{4-[1-methyl-1-(4-methylphenyl)ethyl]phenyl}-3,4,6,7,8,9-hexahydropyrido[2,1-c][1,2,4]thiadiazine 2,2-dioxide